C(C1=CC=CC=C1)OC1=C(C(=C(C(=O)OCOC)C(=C1C)C)C)C=O methoxymethyl 4-(benzyloxy)-3-formyl-2,5,6-trimethylbenzoate